6-[2-nitrobenzyl(tert-butyl)oxycarbonyl]-adenosine 5'-monophosphate triethylamine salt C(C)N(CC)CC.P(=O)(O)(O)OC[C@@H]1[C@H]([C@H]([C@@H](O1)N1CN=C2C(N)(N=CN=C12)C(=O)OC(CCC1=C(C=CC=C1)[N+](=O)[O-])(C)C)O)O